C(C)C(C#C)(CC)NC(C(=O)C=1C(=C(N(C1C)C)C(=O)NC1=CC(=C(C=C1)F)F)C)=O 4-[2-(1,1-diethylprop-2-ynylamino)-2-oxo-acetyl]-N-(3,4-difluorophenyl)-1,3,5-trimethyl-pyrrole-2-carboxamide